4-bromo-1-[[4-(dimethylcarbamoyl)phenyl]methyl]-6-[3-(trifluoromethoxy)phenyl]sulfanyl-indole-2-carboxylic acid BrC1=C2C=C(N(C2=CC(=C1)SC1=CC(=CC=C1)OC(F)(F)F)CC1=CC=C(C=C1)C(N(C)C)=O)C(=O)O